(R)-6-cyclobutyl-2-methyl-4-((1-(2-methyl-3-(trifluoromethyl)phenyl)prop-2-yn-1-yl)amino)pyrido[4,3-d]pyrimidin-7(6H)-one C1(CCC1)N1C=C2C(N=C(N=C2N[C@H](C#C)C2=C(C(=CC=C2)C(F)(F)F)C)C)=CC1=O